1-methyl-4-[2-(piperidin-4-yl)ethyl]piperazine CN1CCN(CC1)CCC1CCNCC1